C(C1=CC=CC=C1)N(C(CC1=CC(=C(C=C1)C1=CN=C(S1)[C@@H]1CC[C@H](CC1)NC(OC(C)C)=O)S(NCC)(=O)=O)=O)C isopropyl trans-N-[4-[5-[4-[2-(benzyl(methyl)amino)-2-oxoethyl]-2-(ethyl-sulfamoyl)phenyl]thiazol-2-yl]cyclohexyl]carbamate